3-(2-chloro-4-methylsulfonylbenzoyl)-2-thiophenylbicyclo[3.2.1]oct-2-en-4-one ClC1=C(C(=O)C2=C(C3CCC(C2=O)C3)C=3SC=CC3)C=CC(=C1)S(=O)(=O)C